COC=1C(=CC2=C(NC=N2)C1)C(=O)N 6-methoxy-1H-1,3-benzodiazole-5-carboxamide